2-iodophenyl allenyl ether C(=C=C)OC1=C(C=CC=C1)I